CC=1OC(=C(N1)C)C(=O)NCC1=CC=C(C=C1)NC(OCC1=CC=C(C=C1)Cl)=O 4-chlorobenzyl (4-((2,4-dimethyloxazole-5-carboxamido)meth-yl)phenyl)carbamate